FC(C)(F)C1=NC=CC(=N1)NC1=C(C=NC(=C1)NC(C)=O)C1=NC=C(C=C1)N(C)C N-(4'-((2-(1,1-difluoroethyl)pyrimidin-4-yl)amino)-5-(dimethylamino)-[2,3'-bipyridin]-6'-yl)acetamide